benzyl {(1R,3R,4S)-3-methoxy-4-[(2-nitrobenzene-1-sulfonyl)amino]cyclopentyl}carbamate CO[C@@H]1C[C@@H](C[C@@H]1NS(=O)(=O)C1=C(C=CC=C1)[N+](=O)[O-])NC(OCC1=CC=CC=C1)=O